C1=CC=CC=2C3=CC=CC=C3C=P(C12)=O 10-Phosphaphenanthren-10-oxide